COC1=CC=C(C=C1)CNC(=O)N[C@@H]1C[C@H](C=2C1=CC(=C1C=C(N=CC21)C2CC2)S(NCC(C)C)(=O)=O)NC=2C=NC=C(C2)OC |r| 1-[(4-Methoxyphenyl)methyl]-3-[trans-(7RS,9RS)-3-cyclopropyl-9-[(5-methoxypyridin-3-yl)amino]-5-(2-methylpropylsulfamoyl)-8,9-dihydro-7H-cyclopenta[h]isochinolin-7-yl]urea